(+/-)-isopropyl (1S,3S)-3-(4-(5-(((cyclopentyl(methyl)carbamoyl)oxy)methyl) oxazol-4-yl)phenoxy)cyclohexane-1-carboxylate C1(CCCC1)N(C(=O)OCC1=C(N=CO1)C1=CC=C(O[C@@H]2C[C@H](CCC2)C(=O)OC(C)C)C=C1)C |r|